C(C)(C)(C)C=1C=C(CC(C(=O)OC2CC(N(C(C2)(C)C)C)(C)C)(C(=O)OC2CC(N(C(C2)(C)C)C)(C)C)CCCC)C=C(C1O)C(C)(C)C bis(1,2,2,6,6-Pentamethyl-4-piperidyl) 2-(3,5-di-t-butyl-4-hydroxybenzyl)-2-butylmalonate